S(=O)(=O)=C1C(C=CC=C1)NC1=CC=CC=C1 sulfuryl-diphenylamine